2-((tetrahydrofuran-3-yl)amino)pyrido[2,3-d]pyrimidin-7(8H)-one O1CC(CC1)NC=1N=CC2=C(N1)NC(C=C2)=O